4-butylbenzene C(CCC)C1=CC=CC=C1